C(CCC)OC1=NN2C(C(=N1)N)=NC=C2CC2=C(C=C(C=C2)OC2CNCC2)F 2-butoxy-7-(2-fluoro-4-(pyrrolidin-3-yloxy)benzyl)imidazo[2,1-f][1,2,4]triazin-4-amine